Sodium Myristoyl Isethionate S(=O)(=O)(OC(CCCCCCCCCCCCC)=O)CCO.[Na]